FC(C(F)(F)C=C(C(=O)O)C)CC(F)(F)F.C(C(=C)C)(=O)OC(C(CC(F)(F)F)F)(F)F hexafluorobutyl methacrylate (hexafluorobutyl methacrylate)